methyl (S)-4-(2-cyclohexyl-1-(4'-fluoro-[1,1'-biphenyl]-4-yl)ethoxy)benzoate C1(CCCCC1)C[C@H](OC1=CC=C(C(=O)OC)C=C1)C1=CC=C(C=C1)C1=CC=C(C=C1)F